3,3'-biindole N1=CC(C2=CC=CC=C12)=C1C=NC2=CC=CC=C12